azabenzborole B1N=CC2=C1C=CC=C2